COC1=C(C=CC=C1C1=NN(N=C1)C)NC1=C(N=NC(=C1)NC1=NN(C=C1)C)C(=O)NC([2H])([2H])[2H] 4-((2-methoxy-3-(2-methyl-2H-1,2,3-triazol-4-yl)phenyl)amino)-N-(methyl-d3)-6-((1-methyl-1H-pyrazol-3-yl)amino)pyridazine-3-carboxamide